ClC=1C=C(C=C(C1)Cl)N1C(NC(C1)=O)=O (3,5-dichlorophenyl)-2,4-imidazolidinedione